FC(CCOC1=CC=C(C=C1)C1CCN(CC1)C1=CC(=C(C#N)C=C1)C(F)(F)F)(CCO)F 4-(4-(4-((3,3-difluoro-5-hydroxypentyl)oxy)phenyl)piperidin-1-yl)-2-(trifluoromethyl)benzonitrile